C(#N)C1=CNC2=C(C=CC(=C12)F)NS(=O)(=O)C=1C=NN(C1)C(CO)F N-(3-cyano-4-fluoro-1H-indol-7-yl)-1-(1-fluoro-2-hydroxy-ethyl)pyrazole-4-sulfonamide